N-(4-(2-acetyl-5-methoxyphenoxy)phenyl)-4-nitrobenzamide C(C)(=O)C1=C(OC2=CC=C(C=C2)NC(C2=CC=C(C=C2)[N+](=O)[O-])=O)C=C(C=C1)OC